2-(3-(cyclohexylmethoxy)phenylthio)ethanamine C1(CCCCC1)COC=1C=C(C=CC1)SCCN